NCC1=CC=C(C=N1)C1=C(C=NC2=CC(=C(C=C12)OC)OC)C#N 4-(6-(aminomethyl)pyridin-3-yl)-6,7-dimethoxy-quinoline-3-carbonitrile